Cl[Ru](C1=C(C=C(C=C1)C)C(C)C)(C1=C(C=C(C=C1)C)C(C)C)Cl dichlorobis(4-methylisopropylphenyl)ruthenium